O=C1N(C(C=C1)=O)C=1C=CC(=NC1)OCCOCCOCCOCCOCCC(=O)O 1-((5-(2,5-dioxo-2,5-dihydro-1H-pyrrol-1-yl)pyridin-2-yl)oxy)-3,6,9,12-tetraoxapentadecan-15-oic acid